C1(CC1)C=1N=NN(C1)[C@H](C(=O)N1[C@@H](C[C@H](C1)O)C(=O)NCCOC1=NC(=CC=C1)C(F)(F)F)C(C)(C)C (2S,4r)-1-[(2S)-2-(4-cyclopropyl-triazol-1-yl)-3,3-dimethyl-butyryl]-4-hydroxy-N-[2-[[6-(trifluoromethyl)-2-pyridinyl]oxy]ethyl]pyrrolidine-2-carboxamide